CC1=C(C=C(C(=O)OC)C=C1[N+](=O)[O-])[N+](=O)[O-] methyl 4-methyl-3,5-dinitrobenzoate